FC=1C=C(C=CC1)[C@@H](C)N(C([O-])=O)C1=C(N=NN1C)C1=NC(=C(C=C1)NS(=O)(=O)C(C)C)C (R)-1-(3-fluoro-phenyl)ethyl(1-methyl-4-(6-methyl-5-((1-methylethyl) sulfonamido) pyridin-2-yl)-1H-1,2,3-triazol-5-yl)carbamate